isooctyl cyclohexane-1,2-dicarboxylate C1(C(CCCC1)C(=O)[O-])C(=O)OCCCCCC(C)C